1-(4-benzyl-3,4-dihydroquinoxalin-1(2H)-yl)-3-methylbutane C(C1=CC=CC=C1)N1CCN(C2=CC=CC=C12)CCC(C)C